ClC=1C=C(C(=NC1)OC)S(=O)(=O)NC1=C(C(=C(C=C1)F)N1C(C2=C(N=C(N=C2)NC)C=C1)=O)F 5-chloro-N-(2,4-difluoro-3-(2-(methylamino)-5-oxopyrido[4,3-d]pyrimidin-6(5H)-yl)phenyl)-2-methoxypyridine-3-sulfonamide